6-bromo-N-(2-methoxy-4-((5-methoxy-2-(piperazin-1-yl)pyrimidin-4-yl)amino)phenyl)pyridine BrC1=CC=CCN1C1=C(C=C(C=C1)NC1=NC(=NC=C1OC)N1CCNCC1)OC